1-(5-(1-isopropyl-2-methyl-1H-imidazo[4,5-b]pyridin-6-yl)pyrrolo[2,1-f][1,2,4]triazin-2-yl)-N4,N4-dimethylcyclohexane-1,4-diamine C(C)(C)N1C(=NC2=NC=C(C=C21)C=2C=CN1N=C(N=CC12)C1(CCC(CC1)N(C)C)N)C